C1(CCCCC1)OC1=NC=C(C=N1)B(O)O 2-(CYCLOHEXYLOXY)PYRIMIDIN-5-YLBORONIC ACID